IC=1C=C(C=CC1)C1=NOC(=N1)C(F)(F)F 3-(3-iodophenyl)-5-(trifluoromethyl)-1,2,4-oxadiazole